3,4-bis(dicyclopentylphosphino)-2,5-diisopropylthiophene C1(CCCC1)P(C1=C(SC(=C1P(C1CCCC1)C1CCCC1)C(C)C)C(C)C)C1CCCC1